6-((2S,5R)-4-((4-Chlorophenyl)(3,3-difluorocyclobutyl)methyl)-5-ethyl-2-methylpiperazin-1-yl)-3,8-dimethyl-9-(((S)-tetrahydrofuran-2-yl)methyl)-3,9-dihydro-2H-purin-2-one ClC1=CC=C(C=C1)C(N1C[C@@H](N(C[C@H]1CC)C=1C=2N=C(N(C2N(C(N1)=O)C)C[C@H]1OCCC1)C)C)C1CC(C1)(F)F